4'-chloro-2-phenylacetophenone ClC1=CC=C(C=C1)C(CC1=CC=CC=C1)=O